C(C=C)N1N(C2=NC(=NC=C2C1=O)NC=1C=NN(C1)C)C=1C=C(OC2CCN(CC2)C(=O)OC(C)(C)C)C=CC1 tert-butyl 4-(3-(2-allyl-6-((1-methyl-1H-pyrazol-4-yl)amino)-3-oxo-2,3-dihydro-1H-pyrazolo[3,4-d]pyrimidin-1-yl)phenoxy)piperidine-1-carboxylate